C1(CC1)N1/C(/S\C(\C1=O)=C\1/C(NC2=CC=C(C=C12)[N+](=O)[O-])=O)=N/C1=CC=C(C=C1)S(=O)(=O)N 4-(((Z)-3-cyclopropyl-5-((Z)-5-nitro-2-oxoindolin-3-ylidene)-4-oxothiazolidin-2-ylidene)amino)benzenesulfonamide